CS(=O)(=O)ON=C(C#N)C1=CC=C(C=C1)OC α-(methylsulfonyloxyimino)-4-methoxyphenyl-acetonitrile